C(C)(C)(C)OC(=O)N1CCC(CC1)C(C)(O)C=1C=C(C(=C(C(=O)O)C1)C(C1=CC=C(C=C1)Cl)=O)F (-)-5-(1-(1-(tert-butoxycarbonyl)piperidin-4-yl)-1-hydroxyethyl)-2-(4-chlorobenzoyl)-3-fluorobenzoic acid